F[P-](F)(F)(F)(F)F.FC1=CC(=NC=C1)C1=C(C=CC=C1)[Ir+]C1=C(C=CC=C1)C1=NC=CC(=C1)F bis[(4-fluoro-2-pyridyl)phenyl]iridium (hexafluorophosphate) salt